[Cl-].C(CCCCCCCCCCCCCCCCC)[N+](CCC[Si](OC)(OC)OC)(C)C octadecyl-dimethyl-(3-trimethoxysilyl-propyl)ammonium chloride